NC1=CC(=C(C=C1F)C1=C(C=2N=CN=C(C2N1C1=CC(=C(C=C1)OC1=NC=CC(=N1)C)F)N)Br)C 6-(4-amino-5-fluoro-2-methylphenyl)-7-bromo-5-(3-fluoro-4-((4-methylpyrimidin-2-yl)oxy)phenyl)-5H-pyrrolo[3,2-d]pyrimidin-4-amine